5-cyano-2-(methylsulfonyl)-N-(4-(trifluoromethyl)bicyclo[2.2.2]oct-1-yl)benzamide C(#N)C=1C=CC(=C(C(=O)NC23CCC(CC2)(CC3)C(F)(F)F)C1)S(=O)(=O)C